2-[5-chloro-2H-benzotriazol-2-yl]-4-methyl-6-(tert-butyl)phenol ClC1=CC=2C(=NN(N2)C2=C(C(=CC(=C2)C)C(C)(C)C)O)C=C1